(R)-1-(7-Chloro-8-fluoro-2-(((2R,7aS)-2-fluorotetrahydro-1H-pyrrolizin-7a(5H)-yl)methoxy)pyrido[4,3-d]pyrimidin-4-yl)piperidin-3-amine ClC1=C(C=2N=C(N=C(C2C=N1)N1C[C@@H](CCC1)N)OC[C@]12CCCN2C[C@@H](C1)F)F